acryloyloxypropyl-dimethyl-monoisopropoxysilane C(C=C)(=O)OCCC[Si](OC(C)C)(C)C